(6-Aminopyridin-3-yl)piperazine NC1=CC=C(C=N1)N1CCNCC1